C1CCC2=C(C=3CCCC3C=C12)NC(=O)N[C@@H](C(=O)OC)CCSC methyl (2R)-2-{[(1,2,3,5,6,7-hexahydro-s-indacen-4-yl)carbamoyl]amino}-4-(methylsulfanyl)butanoate